OC1=C(C=CC=C1)NC1=NC(=CC(=N1)C(=O)N1CCN(CC1)C1=CC=CC=C1)NC(C)(CC(C)(C)C)C (2-((2-hydroxyphenyl)amino)-6-((2,4,4-trimethylpentan-2-yl)amino)pyrimidin-4-yl)(4-phenylpiperazin-1-yl)methanone